CC(CCC1N(CCCC12CCNCC2)S(=O)(=O)C=2C=NC(=CC2)C2CCOCC2)(C)C (3,3-Dimethylbutyl)-2-((6-(tetrahydro-2H-pyran-4-yl)pyridin-3-yl)sulfonyl)-2,9-diazaspiro[5.5]undecane